C(C)(C)C1=C(C=CC=C1)[N+]#[C-] 2-ISOPROPYL-PHENYLISOCYANIDE